BrC=1C=CC(=C(OCCN2C[C@H](CC2)C(=O)O)C1)C=1OC2=C(C=CC(=C2C(C1)=O)C(F)(F)F)Cl (3S)-1-[2-[5-bromo-2-[8-chloro-4-oxo-5-(trifluoromethyl)chromen-2-yl]phenoxy]ethyl]pyrrolidine-3-carboxylic acid